tert-butyl (R)-2-(5-fluoro-2-(4-(3-methylpiperidin-1-yl)-3-nitrobenzamido) phenyl)acetate FC=1C=CC(=C(C1)CC(=O)OC(C)(C)C)NC(C1=CC(=C(C=C1)N1C[C@@H](CCC1)C)[N+](=O)[O-])=O